CC(C[C@H]1[C@@H](CC2=CNC3=CC=CC1=C23)[NH2+]C)C=O The molecule is a cationic ergot alkaloid that is the conjugate acid of dihydrochanoclavine-I aldehyde, obtained by protonation of the secondary amino group; major species at pH 7.3. It is an ergot alkaloid, an organic cation and an ammonium ion derivative. It is a conjugate acid of a dihydrochanoclavine-I aldehyde.